3-(3-fluoro-4-(4-methylpyrimidin-2-yl)oxo-phenyl)-4-(4-(prop-2-enylamino)phenyl)-5-vinyl-1H-pyrrole-2-carboxamide FC=1C(C(C=CC1C1=NC=CC(=N1)C)C1=C(NC(=C1C1=CC=C(C=C1)NCC=C)C=C)C(=O)N)=O